[4-(3-butyl)benzylidene-2-pentyl]4-methylbenzene CCC(C)C1=CC=C(C=CCCC(C)C2=CC=C(C=C2)C)C=C1